BrC1=CC(=C(C=C1)N1C[C@@H](N(CC1)C(=O)OC(C)(C)C)C)Cl (S)-tert-butyl 4-(4-bromo-2-chlorophenyl)-2-methylpiperazine-1-carboxylate